2-(3,7-dimethylocta-2,6-dien-1-yl)-3-hydroxy-5-pentylphenyl piperazine-1-carboxylate N1(CCNCC1)C(=O)OC1=C(C(=CC(=C1)CCCCC)O)CC=C(CCC=C(C)C)C